C1(CC1)C1=C(OC2=CC=C(C=C2)N2N=C3C(NCC[C@H]3N3CCN(CC3)C(C=C)=O)=C2C(=O)N)C=CC=C1 (7R)-2-[4-(2-cyclopropylphenoxy)phenyl]-7-[4-(prop-2-enoyl)piperazin-1-yl]-4,5,6,7-tetrahydro-2H-pyrazolo[4,3-b]pyridine-3-carboxamide